norbornane-2,3-dimethylamine C12C(C(C(CC1)C2)CN)CN